2-(3-chloro-2-cyano-phenyl)-2,2-difluoro-acetic acid ClC=1C(=C(C=CC1)C(C(=O)O)(F)F)C#N